6-(3-hydroxypropyl)amino-1,3-dimethyluracil OCCCNC1=CC(N(C(N1C)=O)C)=O